C1(=CC=CC=C1)C=1N=C(SC1)NC(C=C)=O N-(4-phenylthiazol-2-yl)acrylamide